(S)-6-(1-amino-1,3-dihydrospiro[indene-2,4'-piperidin]-1'-yl)-3-(7-chloro-2H-chromen-4-yl)-1,5-dihydro-4H-pyrazolo[3,4-d]pyrimidin-4-one N[C@@H]1C2=CC=CC=C2CC12CCN(CC2)C=2NC(C1=C(N2)NN=C1C1=CCOC2=CC(=CC=C12)Cl)=O